N-(2-cyclopropyl-4-iodo-5-methylphenyl)-N-{3-methyl-5-[(2R)-oxetan-2-ylmethoxy]pyridin-2-yl}but-2-ynamide C1(CC1)C1=C(C=C(C(=C1)I)C)N(C(C#CC)=O)C1=NC=C(C=C1C)OC[C@@H]1OCC1